[8-(1-octylnonoxy)-8-oxo-octyl](2S)-4-hydroxy-1-(6-oxo-6-undecoxy-hexanoyl)pyrrolidine-2-carboxylate C(CCCCCCC)C(CCCCCCCC)OC(CCCCCCCOC(=O)[C@H]1N(CC(C1)O)C(CCCCC(OCCCCCCCCCCC)=O)=O)=O